N,N-Dimethyl-1,3-propandiamin CN(CCCN)C